octadecyloxy-tetraoxypropylene phosphate P(=O)(OC(COOOOOCCCCCCCCCCCCCCCCCC)C)([O-])[O-]